NC1=C(C(=C(C(=C1C)C)NCC(=O)N(C1CCN(CC1)CC1=CC=C(C(=O)N)C=C1)C)C)C 4-[[4-[[2-[(4-Amino-2,3,5,6-tetramethylphenyl)amino]acetyl]methylamino]-1-piperidinyl]methyl]benzamide